FC1=CC(=CC2=CN(N=C12)C)C=1SC=2C(N1)=CN(N2)C2CCN(CC2)C(=O)OC(C)(C)C tert-butyl 4-[5-(7-fluoro-2-methylindazol-5-yl)pyrazolo[4,3-d][1,3]thiazol-2-yl]piperidine-1-carboxylate